NCCC=1N(C=CC1)C 2-(2-aminoethyl)-1-methylpyrrole